N-(5-((2-(1-(2-methoxyethyl)-1H-pyrazol-4-yl)pyridin-4-yl)oxy)-6-methylpyridin-2-yl)-3,3-dimethyl-2-oxopyrrolidine-1-carboxamide COCCN1N=CC(=C1)C1=NC=CC(=C1)OC=1C=CC(=NC1C)NC(=O)N1C(C(CC1)(C)C)=O